CC(CNC(OC(C)(C)C)=O)(CNC)C tert-butyl (2,2-dimethyl-3-(methylamino)propyl)carbamate